N1=CN=C2N=CNC2=C1N[C@@H]1[C@H]([C@@H]([C@H]([C@@H](O1)CO)NC([C@@H](CC(=O)OC(C)(C)C)NC(=O)OC(C)(C)C)=O)O)O tert-butyl (R)-4-(((2R,3R,4R,5S,6S)-6-((7H-purin-6-yl)amino)-4,5-dihydroxy-2-(hydroxymethyl)tetrahydro-2H-pyran-3-yl)amino)-3-((tert-butoxycarbonyl)amino)-4-oxobutanoate